3-(1-methyl-7-(4-(piperidin-4-ylsulfonyl)piperazin-1-yl)-1H-indazol-3-yl)piperidine-2,6-dione CN1N=C(C2=CC=CC(=C12)N1CCN(CC1)S(=O)(=O)C1CCNCC1)C1C(NC(CC1)=O)=O